4-(2-([1,2,4]triazolo[4,3-a]pyridin-6-yl)-3-isopropyl-1H-indol-5-yl)piperidine-1-carboxylic acid tert-butyl ester C(C)(C)(C)OC(=O)N1CCC(CC1)C=1C=C2C(=C(NC2=CC1)C=1C=CC=2N(C1)C=NN2)C(C)C